(3-(3-chlorophenyl)-2,7-dimethyl-2,4,5,7-tetrahydro-6H-pyrazolo[3,4-c]pyridin-6-yl)(furo[3,2-b]pyridin-6-yl)methanone sodium 2-(1H-imidazol-1-yl-d3)-6-methylpyrimidine-4-carboxylate N1(C(=NC(=C1[2H])[2H])[2H])C1=NC(=CC(=N1)C(=O)[O-])C.[Na+].ClC=1C=C(C=CC1)C=1N(N=C2C(N(CCC21)C(=O)C=2C=C1C(=NC2)C=CO1)C)C